((4-(difluoromethoxy)phenyl)sulfonyl)-3-morpholino-1-oxa-7-azaspiro[3.5]nonane FC(OC1=CC=C(C=C1)S(=O)(=O)C1OC2(C1N1CCOCC1)CCNCC2)F